C(C1=CC=CC=C1)OCC(C)O 3-(benzyloxy)propan-2-ol